di(perfluorohexanoyl)peroxide FC(C(=O)OOC(C(C(C(C(C(F)(F)F)(F)F)(F)F)(F)F)(F)F)=O)(C(C(C(C(F)(F)F)(F)F)(F)F)(F)F)F